FC(N1N=CC(=C1)NC1=NC(=C2C(=N1)NN=C2)N[C@H]2CN(CCC2)C(C=C)=O)F (R)-1-(3-(6-(1-(difluoromethyl)-1H-pyrazol-4-ylamino)-1H-pyrazolO[3,4-d]pyrimidin-4-ylamino)piperidin-1-yl)prop-2-en-1-one